(R)-1-(4-fluorophenyl)-N-((1R,2R)-1-hydroxy-3-(pyrrolidin-1-yl)-1-(6-(2,2,2-trifluoroethoxy)pyridin-3-yl)propan-2-yl)pyrrolidine-3-carboxamide FC1=CC=C(C=C1)N1C[C@@H](CC1)C(=O)N[C@@H]([C@@H](C=1C=NC(=CC1)OCC(F)(F)F)O)CN1CCCC1